2-(2-azabicyclo[2.1.1]hexan-2-yl)-N-(4-(cis-bicyclo[3.1.0]hexan-3-yloxy)-3,5-difluorophenyl)-5-(2,2,2-trifluoroethyl)oxazole-4-carboxamide C12N(CC(C1)C2)C=2OC(=C(N2)C(=O)NC2=CC(=C(C(=C2)F)OC2CC1CC1C2)F)CC(F)(F)F